4-[2-(5-fluoro-2-pyridinyl)-4,5,6,7-tetrahydropyrazolo[1,5-a]pyridin-3-yl]-6-methyl-1H-pyrazolo[3,4-b]pyridine FC=1C=CC(=NC1)C1=NN2C(CCCC2)=C1C1=C2C(=NC(=C1)C)NN=C2